6-(prop-2-yn-1-yl)-5,6-dihydro-7H-pyrrolo[3,4-d]pyrimidin-7-one C(C#C)N1C(C=2N=CN=CC2C1)=O